1-(7-(1-(4-Chlorobenzyl)piperidin-3-yl)-2-methoxypyrazolo[1,5-a]pyrimidin-3-yl)-N-((tetrahydro-2H-pyran-4-yl)methyl)methanamine ClC1=CC=C(CN2CC(CCC2)C2=CC=NC=3N2N=C(C3CNCC3CCOCC3)OC)C=C1